1-N-butyl-N-octyl-toluidine C(CCC)N(C=1C(=CC=CC1)C)CCCCCCCC